C(C1=CC=CC=C1)N1C[C@H](N(C2=C(C1=O)C=NC(=N2)N2CCOCC2)C2=CC=CC=C2)C=C (R)-6-benzyl-2-morpholino-9-phenyl-8-vinyl-6,7,8,9-tetrahydro-5H-pyrimido[4,5-e][1,4]diazepine-5-one